O=C1C(=CC(C2=C(C=CC=C12)S(N)(=O)=O)=O)NC1=C(C=CC=C1)N1CCNCC1 4-(2-((1,4-dioxo-5-sulfamoyl-1,4-dihydronaphthalen-2-yl)amino)phenyl)piperazine